C(C)(CC)C1C(NC2=C(CN1C(=O)C1=CN=NC=C1)C=CC=C2)=O 3-(sec-butyl)-4-(pyridazine-4-carbonyl)-1,3,4,5-tetrahydro-2H-benzo[1,4]diazepin-2-one